C(C)OC(C(CCOC(C)(C)C)N=C(C1=CC=CC=C1)C1=CC=CC=C1)=O 4-(Tert-Butoxy)-2-((diphenylmethylene)amino)butanoic acid ethyl ester